N[C@@H]1[C@@H](OCC12CCN(CC2)C=2C(=NC(=CN2)C2=C(C1=C(CCO1)C=C2)Cl)CO)C {3-[(3S,4S)-4-amino-3-methyl-2-oxa-8-azaspiro[4.5]decan-8-yl]-6-(7-chloro-2,3-dihydro-1-benzofuran-6-yl)pyrazin-2-yl}methanol